C(#C)[C@@H]1CC[C@H](CC1)NC(OC(C)(C)C)=O tert-butyl trans-4-ethynylcyclohexylcarbamate